[3-[(E)-2-(4-Tert-butylphenyl)ethenyl]-5-hydroxyphenyl]oxidanium C(C)(C)(C)C1=CC=C(C=C1)/C=C/C=1C=C(C=C(C1)O)[OH2+]